toluyl-styrene 4,4-difluorobut-3-en-1-yl-2-(4-chloro-3,5-dimethyl-1H-pyrazol-1-yl)acetate FC(=CCCOC(CN1N=C(C(=C1C)Cl)C)=O)F.C1(=C(C=CC=C1)C=CC1=CC=CC=C1)C